1-(2-amino-4-fluoro-5-methoxyphenyl)butan-1-one zinc [Zn].NC1=C(C=C(C(=C1)F)OC)C(CCC)=O